C1(=CC=CC=C1)C1=C(C=C(C=C1)C1=CC=CC=C1)N 1,4-diphenyl-aminobenzene